magnesium decanolate C(CCCCCCCCC)[O-].[Mg+2].C(CCCCCCCCC)[O-]